1-(6-((5-((dimethylamino)methyl)pyridin-2-yl)amino)-4-((2-methoxy-3-(1-methyl-1H-1,2,4-triazol-3-yl)phenyl)amino)pyridin-3-yl)propan-1-one CN(C)CC=1C=CC(=NC1)NC1=CC(=C(C=N1)C(CC)=O)NC1=C(C(=CC=C1)C1=NN(C=N1)C)OC